ClC=1C(=CC(=C(C1)N1C(C=CC2=CC(=CC=C12)S(=O)(=O)NC1=NC=CC=N1)=O)OC)[C@@H]1C[C@H](C1)C(F)(F)F trans-(P)-1-(5-chloro-2-methoxy-4-(3-(trifluoromethyl)cyclobutyl)phenyl)-2-oxo-N-(pyrimidin-2-yl)-1,2-dihydroquinoline-6-sulfonamide